3,3-dimethyl-9,9-bis(4-bromophenyl)-9H-fluorene CC1(CC=C2C(C3=CC=CC=C3C2=C1)(C1=CC=C(C=C1)Br)C1=CC=C(C=C1)Br)C